tert-butyl (E)-2-(3-(3-(2,4,5-trimethoxyphenyl)acryloyl)phenoxy)acetate COC1=C(C=C(C(=C1)OC)OC)/C=C/C(=O)C=1C=C(OCC(=O)OC(C)(C)C)C=CC1